1-(1-(4-bromobenzyl)-1H-benzo[d]imidazol-2-yl)-3-(3-(trifluoromethyl)phenyl)urea BrC1=CC=C(CN2C(=NC3=C2C=CC=C3)NC(=O)NC3=CC(=CC=C3)C(F)(F)F)C=C1